dibenzoylmethylene(3,5-dimethylcyclopentadienyl)(2,7-di-tert-butylfluorenyl)hafnium dichloride [Cl-].[Cl-].C(C1=CC=CC=C1)(=O)C(C(C1=CC=CC=C1)=O)=[Hf+2](C1=C(C=CC=2C3=CC=C(C=C3CC12)C(C)(C)C)C(C)(C)C)C1C=C(C=C1C)C